NC(C(=O)OC)C1=CC=CC=2OC(OC21)(F)F methyl 2-amino-2-(2,2-difluorobenzo[d][1,3]dioxol-4-yl)acetate